BrC1=C(C=C2NC(C=3N(C2=C1)C=NC3)=O)Cl 8-bromo-7-chloroimidazo[1,5-a]quinoxalin-4(5H)-one